α,α-dimethyl-caprylic acid CC(C(=O)O)(CCCCCC)C